BrCC(=O)C1=C(C=CC=C1)F 2-bromo-o-fluoroacetophenone